5-((5-chloro-2-((3s,5r)-4,4-difluoro-3,5-dimethylpiperidin-1-yl)pyrimidin-4-yl)amino)-1-(2,2-dimethoxyethyl)-3-(3-hydroxy-3-methylbutyl)-1,3-dihydro-2H-benzo[d]imidazol-2-one ClC=1C(=NC(=NC1)N1C[C@@H](C([C@@H](C1)C)(F)F)C)NC1=CC2=C(N(C(N2CCC(C)(C)O)=O)CC(OC)OC)C=C1